N-(2-fluoro-5-((1s,3s)-3-methyl-1-(4-methyl-4H-1,2,4-triazol-3-yl)cyclobutyl)phenyl)-5-((isobutylamino)methyl)-2-oxo-1-(3,3,3-trifluoropropyl)-1,2-dihydropyridine-3-carboxamide FC1=C(C=C(C=C1)C1(CC(C1)C)C1=NN=CN1C)NC(=O)C=1C(N(C=C(C1)CNCC(C)C)CCC(F)(F)F)=O